NC=1C=C(C=C(C1)C(F)(F)F)[C@@H](C)NC1=NC(=NN2C1=CC(=C2)/C=C/C(=O)OCC)Cl Ethyl (2E)-3-(4-{[(1R)-1-[3-amino-5-(trifluoromethyl)phenyl]ethyl]amino}-2-chloro-pyrrolo[2,1-f][1,2,4]triazin-6-yl)prop-2-enoate